CC1COC(=O)C2=CC3=C(C=C12)C(C(C3(C)C)C)(C)C The molecule is an organic heterotricyclic compound that is 4,6,7,8-tetrahydrocyclopenta[g]isochromen-1(3H)-one substituted by methyl groups at positions 4, 6, 6, 7, 8 and 8 respectively. It is a metabolite of the synthetic musk galaxolide. It has a role as a marine xenobiotic metabolite. It is a member of isochromenes, an organic heterotricyclic compound and a delta-lactone.